FC1=CC(=CNC1=O)B(O)O (5-FLUORO-1,6-DIHYDRO-6-OXO-3-PYRIDINYL)-BORONIC ACID